[N+](=O)([O-])C1=CC=C(COC2CCNCC2)C=C1 4-((4-nitrobenzyl)oxy)piperidine